FC=1C=CC(=C2C=CNC12)F 7,4-difluoroindole